COC(=O)C1NC(C(C1C1=CC=C(C=C1)Br)(C#N)C#N)C1=CC=CC=C1 4,4-dicyano-3-(4-bromophenyl)-5-phenyl-pyrrolidine-2-carboxylic acid methyl ester